C(C)(C)C=1C=C(C=C(C1N1C(=NC2=C1C(=CC=C2)C)C2=CC=CC=1C3=C(OC12)C=C1C2=CC=CC=C2C=CC1=C3)C(C)C)C3=CC=CC=C3 1-(3,5-diisopropyl-[1,1'-biphenyl]-4-yl)-7-methyl-2-(phenanthro[3,2-b]benzofuran-11-yl)-1H-benzo[d]imidazole